C(#N)C=1C(=NC(=NC1)S(=O)C)NCC12CC3C(C(CC(C1)C3)C2)NC(OC(C)(C)C)=O tert-butyl N-(5-{[(5-cyano-2-methanesulfinylpyrimidin-4-yl)amino]methyl}-adamantan-2-yl)carbamate